3-(1-oxo-5-(((1S,2S)-2-(3-(pyridin-3-yl)azetidin-1-yl)cyclohexyl)oxy)isoindolin-2-yl)piperidine-2,6-dione O=C1N(CC2=CC(=CC=C12)O[C@@H]1[C@H](CCCC1)N1CC(C1)C=1C=NC=CC1)C1C(NC(CC1)=O)=O